4-((4-(2-((adamantan-1-yl)amino)ethyl)benzyl)thio)-6-fluoro-1-oxoisoindoline C12(CC3CC(CC(C1)C3)C2)NCCC2=CC=C(CSC3=C1CNC(C1=CC(=C3)F)=O)C=C2